3-Ethyl-4-methyl-3-pyrrolin C(C)C=1CNCC1C